CC1=C(C(=CC=C1)C)C1=NC(=NC(=C1)OC1=CC(=C(C=C1)N1CCNCC1)C)NS(=O)(=O)C=1C=NN(C1)C N-[4-(2,6-Dimethylphenyl)-6-(3-methyl-4-piperazin-1-yl-phenoxy)pyrimidin-2-yl]-1-methyl-pyrazole-4-sulfonamide